(11Z,14Z)-2-(Dimethylamino)-2-((9Z,12Z)-octadeca-9,12-dien-1-yl)icosa-11,14-dien-1-ol CN(C(CO)(CCCCCCCC\C=C/C\C=C/CCCCC)CCCCCCCC\C=C/C\C=C/CCCCC)C